COC(C1=C(C=C(C(=C1)F)[N+](=O)[O-])C(F)(F)F)=O 5-fluoro-4-nitro-2-(trifluoromethyl)benzoic acid methyl ester